(S)-1-benzyl-N-(1-methyl-2-oxo-1,2,3,4,5,6-hexahydroimidazo[1,5-a][1,3]diazocin-3-yl)-1H-1,2,4-triazole-3-carboxamide C(C1=CC=CC=C1)N1N=C(N=C1)C(=O)N[C@@H]1C(N(C=2N(CCC1)C=NC2)C)=O